(S)-2-((((9H-fluoren-9-yl)methoxy)carbonyl)-amino)-4-(tert-butoxy)-4-oxobutanoic acid C1=CC=CC=2C3=CC=CC=C3C(C12)COC(=O)N[C@H](C(=O)O)CC(=O)OC(C)(C)C